FC=1C=C(C=CC1C=1C=NC(=CC1)C=1N=NN(N1)CCC)N1C(O[C@@H](C1)C(C)O)=O (S)-3-(3-fluoro-4-(6-(2-propyl-2H-tetrazol-5-yl)pyridin-3-yl)phenyl)-5-(1-hydroxyethyl)oxazolidin-2-one